1-(2-chloro-5-((R)-2-(2,5-difluorophenyl)pyrrolidin-1-yl)pyrazolo[1,5-a]pyrimidin-3-yl)-3-((1R,2R)-2-hydroxycyclopropyl)thiourea ClC1=NN2C(N=C(C=C2)N2[C@H](CCC2)C2=C(C=CC(=C2)F)F)=C1NC(=S)N[C@H]1[C@@H](C1)O